4-(4-(1-Carbamothioyl-5-(4-chlorophenyl)-4,5-dihydro-1H-pyrazol-3-yl)phenoxy)-N-methylpicolinamide C(N)(=S)N1N=C(CC1C1=CC=C(C=C1)Cl)C1=CC=C(OC2=CC(=NC=C2)C(=O)NC)C=C1